1-Tert-butyl(3-(4-(1-(2,6-dioxopiperidin-3-yl)-3-methyl-2-oxo-2,3-dihydro-1H-benzo[d]imidazol-4-yl)piperidin-1-yl)propyl)(methyl)carbamate C(C)(C)(C)CN(C([O-])=O)CCCN1CCC(CC1)C1=CC=CC=2N(C(N(C21)C)=O)C2C(NC(CC2)=O)=O